FC=1C=CC(=C(C1)SC1=CC=C(C=C1)C)OC (5-fluoro-2-methoxyphenyl)(p-tolyl)sulfane